3-((4-Formyl-3,5-dimethoxyphenoxy)methyl)-[1,1'-biphenyl]-2-carbonitrile C(=O)C1=C(C=C(OCC2=C(C(=CC=C2)C2=CC=CC=C2)C#N)C=C1OC)OC